C(C)(C)OC(CCCCCCCCCCCCCCCCC)=O.C(CCCCCCCCCCCCCCCCC)(=O)O stearic acid Isopropyl-stearate